FC=1C=C(C=CC1F)N1[C@@H](CCC1=O)C(=O)NC1=C(C=CC(=C1)C=1C(=NOC1C)C)NC1CC(NCC1)=O (2S)-1-(3,4-difluorophenyl)-N-(5-(3,5-dimethylisoxazol-4-yl)-2-((2-oxopiperidin-4-yl)amino)phenyl)-5-oxopyrrolidine-2-carboxamide